C(C)(C)(C)OC(=O)N1CC(C(CC1)C1=C(C=C(C(=C1)Cl)Cl)OC)O.O(C1=CC=CC=C1)C1=CC=C(C=C1)NC1=NN2C(C=CC=C2OC=2C=C(C=CC2)NC(C=C)=O)=N1 N-(3-(2-(4-phenoxyphenylamino)-[1,2,4]triazolo[1,5-a]pyridin-5-yloxy)phenyl)acrylamide tert-butyl-4-(4,5-dichloro-2-methoxyphenyl)-3-hydroxypiperidine-1-carboxylate